racemic-2-[3-[1-(5-methyl-1H-imidazol-4-yl)propan-2-yl]phenyl]-4-(trifluoromethyl)isoindolin-1-one CC1=C(N=CN1)C[C@@H](C)C=1C=C(C=CC1)N1C(C2=CC=CC(=C2C1)C(F)(F)F)=O |r|